BrC1=CC=C(C=C1)NC(=S)N\N=C\1/C(NC2=CC(=CC=C12)OC)=O (Z)-N-(4-bromophenyl)-2-(6-methoxy-2-oxoindolin-3-ylidene)hydrazine-1-carbothioamide